(2-butenyl) (1,1-dimethyl-2-propynyl) (methyl) phosphate P(=O)(OCC=CC)(OC(C#C)(C)C)OC